C(CCC)OC1=CC(=NC=N1)OCCCC dibutoxypyrimidine